4-benzyl-3-oxo-3,4-dihydro-2H-thieno[3,2-b][1,4]thiazine-6-carbonyl azide C(C1=CC=CC=C1)N1C2=C(SCC1=O)C=C(S2)C(=O)N=[N+]=[N-]